(E)-3-(3-hydroxy-4-(6-(((1R,3S,5S)-1-methyl-8-azabicyclo[3.2.1]octan-3-yl)oxy)pyridazin-3-yl)phenyl)-N-methylacrylamide OC=1C=C(C=CC1C=1N=NC(=CC1)O[C@@H]1C[C@]2(CC[C@@H](C1)N2)C)/C=C/C(=O)NC